OC1=CC=C(CNC([C@@H](CCCN\C(=N/C(NCCNC(CC)=O)=O)\N)NC([C@@H](C2=CC=CC=C2)N2CC3=CC=CC=C3C2)=O)=O)C=C1 (R)-N-(4-hydroxybenzyl)-2-((R)-2-(isoindolin-2-yl)-2-phenylacetamido)-5-((Z)-2-((2-propionamidoethyl)carbamoyl)guanidino)pentanamide